COC(=O)C1C(C2=C(C=NC=C2)C1)=O.FC1=C(C(=CC=C1)F)NC(=O)C=1C(=NC(=NC1)SC)CC N-(2,6-difluorophenyl)-4-ethyl-2-(methylthio)pyrimidine-5-carboxamide methyl-5-oxo-6,7-dihydro-5H-cyclopenta[c]pyridine-6-carboxylate